BrC1=C(C2=C(C=N1)C=CO2)O 6-Bromofuro[3,2-c]pyridin-7-ol